(S)-1-(3-bromo-2-pyridyl)ethanol BrC=1C(=NC=CC1)[C@H](C)O